(2-(2,6-dioxopiperidin-3-yl)-1-oxoisoindolin-5-yl)-N2,N2-dimethylindoline-1,2-dicarboxamide O=C1NC(CCC1N1C(C2=CC=C(C=C2C1)C1(N(C2=CC=CC=C2C1)C(=O)N)C(=O)N(C)C)=O)=O